2-chloro-4,6-diaminosym-triazine ClC1=NC(=NC(=N1)N)N